N-(3-chloro-5-(methylsulfonyl)phenyl)-1-(5-fluoropyrimidin-2-yl)-5-methyl-1H-pyrrole-3-carboxamide ClC=1C=C(C=C(C1)S(=O)(=O)C)NC(=O)C1=CN(C(=C1)C)C1=NC=C(C=N1)F